COC1=C(CN2C(C3(C2)N(C(CC3C)=O)C)=O)C=CC(=C1)OC 2-(2,4-dimethoxybenzyl)-5,8-dimethyl-2,5-diazaspiro[3.4]octane-1,6-dione